OC1=CN=C(C=C1C=O)C1=CN=C(S1)C=1C=NC(=CC1)N1CCCC1 5-hydroxy-2-(2-(6-(pyrrolidin-1-yl)pyridin-3-yl)thiazol-5-yl)isonicotinaldehyde